OC(=O)C(F)(F)F.[C@H]12CNC[C@@H]2C1C1=NN=C2N1C=CC=C2 3-[(1R,5S,6r)-3-azabicyclo[3.1.0]hex-6-yl][1,2,4]triazolo[4,3-a]pyridine TFA salt